3-[[(6-chloroimidazo[2,1-b][1,3]thiazol-5-yl)methyl-methylamino]methyl]-1,3-thiazolidine-2-thione ClC=1N=C2SC=CN2C1CN(C)CN1C(SCC1)=S